Fluorophenylether FC1=C(C=CC=C1)OC1=C(C=CC=C1)F